(S)-4-amino-9-ethyl-9-hydroxy-1,9,12,15-tetrahydro-13H-pyrano[3',4':6,7]indolizino[1,2-b]thiopyrano[4,3,2-de]quinoline-10,13(2H)-dione NC1=C2C=3C(=C4C(=NC3C=C1)C1=CC3=C(C(N1C4)=O)COC([C@]3(O)CC)=O)CCS2